N-(methyl-dimethoxysilylmethyl)-urea C[Si](OC)(OC)CNC(=O)N